N1[C@@H]2N(CC1=O)C(CC2)=O |r| (RS)-3,6,7,7a-tetrahydro-1H-pyrrolo[1,5-a]imidazole-2,5-dione